ClC1=NC(=C(C(=N1)Cl)CO)OC (2,4-dichloro-6-methoxy-pyrimidin-5-yl)methanol